FC1=CC=C2C=C(C=C(C2=C1C#C[Si](C(C)C)(C(C)C)C(C)C)OS(=O)(=O)C(F)(F)F)OCOC 7-fluoro-3-(methoxymethoxy)-8-((Triisopropylsilyl)ethynyl)naphthalen-1-yltrifluoromethanesulfonic acid